C(C)OC(=O)C1CCN(CC1)C1=NC(=CN=C1C=1C=CC2=C(C=CO2)C1)Cl.C(C)N(O)CC Diethylhydroxylamin ethyl-1-(3-(benzofuran-5-yl)-6-chloropyrazin-2-yl)piperidine-4-carboxylate